CC1(OB(OC1(C)C)C1=CC=CC2=C1OC(CO2)CNC(=O)C=2OC(=CC2)CN2CCN(CC2)C)C 5-(4-methyl-piperazin-1-ylmethyl)-furan-2-carboxylic acid [8-(4,4,5,5-tetramethyl-[1,3,2]dioxaborolan-2-yl)-2,3-dihydro-benzo[1,4]dioxin-2-ylmethyl]-amide